1-([bis(4-methoxyphenyl)-phenyl-methoxy]methyl)-7-[2-cyanoethoxy-(diisopropylamino)phosphanyl]oxy-N-methyl-2-oxa-5-azabicyclo[2.2.1]heptane-5-carboxamide COC1=CC=C(C=C1)C(OCC12OCC(N(C1)C(=O)NC)C2OP(N(C(C)C)C(C)C)OCCC#N)(C2=CC=CC=C2)C2=CC=C(C=C2)OC